C[C@H](C(=O)O)O delta-lactate